CC1=NC(=CC(=N1)OC1=CC=C(C(=O)NN)C=C1)C(F)(F)F 4-((2-methyl-6-(trifluoromethyl)pyrimidine-4-yl)oxy)benzoyl-hydrazine